(3,8-phenanthrolin-5-yl)boronic acid C1=CN=CC2=C(C=C3C=NC=CC3=C12)B(O)O